(R)-3-chloro-4-(4-((7-methyl-6-oxo-5,6-dihydro-1,5-naphthyridin-3-yl)methyl)piperazin-1-yl)-N-(tetrahydrofuran-3-yl)benzamide ClC=1C=C(C(=O)N[C@H]2COCC2)C=CC1N1CCN(CC1)CC=1C=NC=2C=C(C(NC2C1)=O)C